C(C)(C)(C)OC(=O)C=1C(=NN(C1)C=1NC2=C(N1)C=CC=C2)C(F)(F)F (4-tert-Butoxycarbonyl-3-trifluoromethyl-1H-pyrazol-1-yl)benzimidazole